C1(CCCCC1)N[2H] cyclohexylamine-d1